[4-[5-(difluoromethyl)-2-pyridyl]phenyl]methanol FC(C=1C=CC(=NC1)C1=CC=C(C=C1)CO)F